COC(=O)C1(CCC2(C(CC3=CC(=CC=C23)Cl)C[C@H](CO)C)CC1)NC1=CC(=CC=C1)Cl 5'-chloro-4-(3-chloroanilino)-2'-[(2R)-3-hydroxy-2-methylpropyl]-2',3'-dihydrospiro[cyclohexane-1,1'-indene]-4-carboxylic acid methyl ester